1-(5-(6-(3-cyanopyrrolo[1,2-b]pyridazin-7-yl)-4-(methylamino)pyridin-3-yl)-1,3,4-thiadiazol-2-yl)piperidine-4-carboxylic acid C(#N)C1=CC=2N(N=C1)C(=CC2)C2=CC(=C(C=N2)C2=NN=C(S2)N2CCC(CC2)C(=O)O)NC